NC1=C2C(=NC=N1)N(N=C2C2=CC=C(C=C2)OC2=CC=CC=C2)[C@H]2CN(CCC2)CC(CN2CCN(CC2)C)=O (R)-1-(3-(4-amino-(4-phenoxyphenyl)-1H-pyrazolo[3,4-d]pyrimidin-1-yl)piperidin-1-yl)-3-(4-methylpiperazin-1-yl)propanone